3-(4-methoxyphenoxy)aniline COC1=CC=C(OC=2C=C(N)C=CC2)C=C1